C(=O)(O)C=1C2=C(C3=C(C(=C(N3C(=O)O)C=C3C=CC(C=C4C=CC(=CC(C1)=N2)N4)=N3)C3=CC=CC=C3)C(=O)O)C(=O)O.[Cu+2] copper (ii) tetracarboxyphenylporphyrin